ClC=1C=C2C(=NC(=NC2=C(C1C1=CC=CC2=C1N=C(S2)N)F)OC[C@]2(NCCC2)C)N2CCNCC2 4-(6-chloro-8-fluoro-2-(((S)-2-methylpyrrolidin-2-yl)methoxy)-4-(piperazin-1-yl)quinazolin-7-yl)benzo[d]thiazol-2-amine